N-((1R,6S)-2,2-difluoro-6-(4-isopropylpiperazin-1-yl)cyclohexyl)-2-(4-(3,5-difluorophenyl)-3-fluoropyridin-2-yl)acetamide FC1([C@@H]([C@H](CCC1)N1CCN(CC1)C(C)C)NC(CC1=NC=CC(=C1F)C1=CC(=CC(=C1)F)F)=O)F